(2R,5S)-4-(2-(cyanomethyl)-5-methyl-6-oxo-5,6-dihydroimidazo[1,2-b]pyridazin-8-yl)-2,5-dimethylpiperazine-1-carboxylic acid tert-butyl ester C(C)(C)(C)OC(=O)N1[C@@H](CN([C@H](C1)C)C=1C=2N(N(C(C1)=O)C)C=C(N2)CC#N)C